(R)-3-((3-(4-Amino-8-(thiophen-2-yl)pyrido[3,2-d]pyrimidin-6-yl)phenyl)ethynyl)-3-hydroxy-1-methylpyrrolidin-2-one trifluoroacetate FC(C(=O)O)(F)F.NC=1C2=C(N=CN1)C(=CC(=N2)C=2C=C(C=CC2)C#C[C@]2(C(N(CC2)C)=O)O)C=2SC=CC2